6-(2-methoxyphenyl)-4-phenylpyridin-2-yl trifluoromethanesulfonate FC(S(=O)(=O)OC1=NC(=CC(=C1)C1=CC=CC=C1)C1=C(C=CC=C1)OC)(F)F